C(C1=CC=CC=C1)OC=1C=C(C(=O)O[C@H]2[C@H](OC3=CC(=CC(=C3C2)OCC2=CC=CC=C2)OCC2=CC=CC=C2)C2=CC(=C(C(=C2)OCC2=CC=CC=C2)OCC2=CC=CC=C2)OCC2=CC=CC=C2)C=C(C1OC(N(C)C)=O)OCC1=CC=CC=C1 (2R,3R)-5,7-bis(benzyloxy)-2-(3,4,5-tris(benzyloxy)phenyl)chroman-3-yl 3,5-bis(benzyloxy)-4-((dimethylcarbamoyl)oxy)benzoate